tert-butyl (5-amino-6-chloro-4-iodo-2,3-dihydro-1H-inden-2-yl)carbamate NC=1C(=C2CC(CC2=CC1Cl)NC(OC(C)(C)C)=O)I